N=1N(C=C2C1C=NC=C2)C2=C(C=CC=C2)CN (2-(2H-pyrazolo[3,4-c]pyridin-2-yl)phenyl)methanamine